BrC1=NN(C(=C1)C(=O)N(C)C1=C(C=C(C=C1C(=O)N(C(C)C)C)Cl)Cl)C1=NC=CC=C1Cl 3-bromo-1-(3-chloropyridin-2-yl)-N-(2,4-dichloro-6-(methylisopropylaminylcarbonyl)phenyl)-N-methyl-1H-pyrazole-5-carboxamide